ClC1=C(C(=CC=C1)Cl)C1=NOC(=C1CO[C@H]1[C@@H]2CN([C@H](C1)C2)C2=C(C=C(C(=O)NS(=O)(=O)CCC)C=C2)F)C2(CC2)F 4-((1S,4S,5R)-5-((3-(2,6-dichlorophenyl)-5-(1-fluorocyclopropyl)isoxazol-4-yl)methoxy)-2-azabicyclo[2.2.1]heptan-2-yl)-3-fluoro-N-(propylsulfonyl)benzamide